(2R,5R,7R,9Z)-11,11-difluoro-2-methyl-4-oxo-3,13,19-triazatetracyclo[11.5.2.05,7.016,20]Eicosa-1(19),9,14,16(20),17-pentaene-14-carbaldehyde FC1(\C=C/C[C@@H]2C[C@H]2C(N[C@@H](C=2C=CC=3C=C(N(C1)C3N2)C=O)C)=O)F